The molecule is a fumiquinazoline that consists of pyrazino[2,1-b]quinazoline-3,6(1H,4H)-dione bearing a methyl substituent at position 1 and an indol-3-yl group at position 4. It is a pyrazinoquinazoline, a fumiquinazoline and a member of indoles. C[C@H]1C2=NC3=CC=CC=C3C(=O)N2[C@@H](C(=O)N1)CC4=CNC5=CC=CC=C54